4-methyl-5-(p-tolylmethyl)thiazol-2-amine CC=1N=C(SC1CC1=CC=C(C=C1)C)N